COC=1C=C(C(CC2=C(C(=O)N)C=CC=N2)=CC1)O 4-methoxysalicyl-nicotinamide